The molecule is a nitrile that is the N-cyanomethyl derivative of glycine. It is a glycine derivative and an aliphatic nitrile. It is a conjugate acid of a N-(cyanomethyl)glycinate. C(C#N)NCC(=O)O